CN1C(N(C2=C1C=CC(=C2)NC2=NC(=NC=C2C)NC=2C=CC(=NC2)N2CCN(CC2)C)C)=O N4-(1,3-dimethylbenzimidazolin-2-on-5-yl)-N2-[2-(4-methylpiperazino)pyridin-5-yl]-5-methylpyrimidine-2,4-diamine